(R)-tert-Butyl 1-(6-amino-1-methyl-2,4-dioxo-1,2,3,4-tetrahydropyrimidin-5-ylamino)-1-oxo-3-(pyridin-2-yl)propan-2-ylcarbamate NC1=C(C(NC(N1C)=O)=O)NC([C@@H](CC1=NC=CC=C1)NC(OC(C)(C)C)=O)=O